[Cr].[Ce] cerium-chromium